ClC=1C(=C(CN2[C@@H](C[C@@](CC2)(C(=O)O)CC2=NC(=CC(=C2F)CC)NC2=NNC(=C2)C)CC)C=CC1)F (2R,4R)-1-(3-chloro-2-fluorobenzyl)-2-ethyl-4-((4-ethyl-3-fluoro-6-((5-methyl-1H-pyrazol-3-yl)amino)pyridin-2-yl)methyl)piperidine-4-carboxylic acid